C[C@]1(COC2=C1C=C(C=C2C(NC)=O)C(=O)OC)C2=CC=CC=C2 |o1:1| Methyl (S*)-3-methyl-7-(methylcarbamoyl)-3-phenyl-2,3-dihydrobenzofuran-5-carboxylate